N[C@H](C(=O)N(C)[C@H](C[C@@H](OCC)C=1SC=C(N1)C(=O)N[C@H](C[C@@H](C(=O)OCC=C)C)CC1=CC=CC=C1)C(C)C)[C@H](CC)C (2S,4R)-allyl 4-(2-((1R,3R)-3-((2S,3S)-2-amino-N,3-dimethyl-pentanamido)-1-ethoxy-4-methylpentyl)thiazole-4-carboxamido)-2-methyl-5-phenylpentanoate